(S)-4-Benzyl-N-(7-((1-hydroxycyclobutyl)ethynyl)-5-methyl-4-oxo-2,3,4,5-tetrahydrobenzo[b][1,4]oxazepin-3-yl)-1H-pyrazol-1-carboxamid C(C1=CC=CC=C1)C=1C=NN(C1)C(=O)N[C@@H]1C(N(C2=C(OC1)C=CC(=C2)C#CC2(CCC2)O)C)=O